methyl (S)-2-((S)-2-((((5-ethyl-1,3-dioxan-5-yl)oxy)carbonyl)amino)-4-methylpentanamido)-3-((S)-2-oxopyrrolidin-3-yl)propanoate C(C)C1(COCOC1)OC(=O)N[C@H](C(=O)N[C@H](C(=O)OC)C[C@H]1C(NCC1)=O)CC(C)C